(R)-(2-((2-((3-isopropyl-1,2,3,4,4a,5-hexahydrobenzo[b]pyrazino[1,2-d][1,4]oxazin-8-yl)amino)-7H-pyrrolo[2,3-d]pyrimidin-4-yl)amino)phenyl)dimethylphosphine oxide C(C)(C)N1C[C@H]2N(C3=C(OC2)C=C(C=C3)NC=3N=C(C2=C(N3)NC=C2)NC2=C(C=CC=C2)P(C)(C)=O)CC1